C1(CC1)C=1C=C(C=2N(C1)C=C(N2)CO)C#N 6-cyclopropyl-2-(hydroxymethyl)-imidazo[1,2-a]pyridine-8-carbonitrile